N1N=NC(=C1)COC1=CC=C2C=C(NC2=C1)CNC(=O)C1(CC1)C N-((6-((1H-1,2,3-triazol-4-yl)methoxy)-1H-indol-2-yl)methyl)-1-methylcyclopropane-1-carboxamide